3H-pyrido[3,4-b][1,4]oxazin-2-one N1C2=C(OCC1=O)C=NC=C2